FC(C[S])F difluoroethyl-Sulfur